(R)-3-(tert-butyl)-N-(1-(4-(6-((5-(3-formylazetidine-1-yl)pyridin-2-yl)amino)pyrimidin-4-yl)-2-methylphenyl)ethyl)-1,2,4-oxadiazole-5-carboxamide C(C)(C)(C)C1=NOC(=N1)C(=O)N[C@H](C)C1=C(C=C(C=C1)C1=NC=NC(=C1)NC1=NC=C(C=C1)N1CC(C1)C=O)C